C(CCCCC)C=1C=C2C(=CC(=NC2=CC1)CC1C(NC(S1)=O)=O)C1=CC=CC=C1 5-((6-hexyl-4-phenylquinolin-2-yl)methyl)thiazolidine-2,4-dione